C1=CC(=CC=C1CCC(=O)C2=C(C=C(C=C2O)O[C@H]3[C@@H]([C@H]([C@@H]([C@H](O3)CO)O)O)O)O)O The molecule is an aryl beta-D-glucoside that is phloretin attached to a beta-D-glucopyranosyl residue at position 4' via a glycosidic linkage. It is isolated from the leaves of the Chinese sweet tea Lithocarpus polystachyus and exhibits significant anti-hyperglycemic, anti-oxidative and anti-inflammatory properties. It has a role as an anti-inflammatory agent, a sweetening agent, an antioxidant and a plant metabolite. It is an aryl beta-D-glucoside, a member of dihydrochalcones and a monosaccharide derivative. It derives from a phloretin.